5-[4-[[(2S)-1-ethylazetidin-2-yl]methoxy]-2-methyl-pyrazol-3-yl]-N-[6-methyl-2-(trifluoromethyl)pyrimidin-4-yl]pyrazolo[1,5-a]pyridin-2-amine C(C)N1[C@@H](CC1)COC1=C(N(N=C1)C)C1=CC=2N(C=C1)N=C(C2)NC2=NC(=NC(=C2)C)C(F)(F)F